COC1=NC=C(C(=N1)OC)C=1C=C(C=2N(N1)C=CN2)C2C(C2)C=2C=C1C=C(N=CC1=CC2)C(F)(F)F 6-[2-[6-(2,4-dimethoxypyrimidin-5-yl)imidazo[1,2-b]pyridazin-8-yl]cyclopropyl]-3-(trifluoromethyl)isoquinoline